(2s,4s)-2-[2-(2-methoxyphenyl)-7-azaspiro[3.5]nonane-7-carbonyl]-7-oxa-5-azaspiro[3.4]octan-6-one COC1=C(C=CC=C1)C1CC2(C1)CCN(CC2)C(=O)C2CC1(C2)NC(OC1)=O